FC1=C(C=CC=2C(OCC21)(C)C)B2OC(C(O2)(C)C)(C)C 2-(4-fluoro-1,1-dimethyl-3H-2-benzofuran-5-yl)-4,4,5,5-tetramethyl-1,3,2-dioxaborolane